N-(7-chloro-6-(1-((3R,4R)-4-hydroxy-3-methyltetrahydrofuran-3-yl)piperidin-4-yl)isoquinolin-3-yl)-2-(tetrahydro-2H-pyran-4-yl)acetamide ClC1=C(C=C2C=C(N=CC2=C1)NC(CC1CCOCC1)=O)C1CCN(CC1)[C@@]1(COC[C@@H]1O)C